5-((2-bromoethoxy)methyl)-2-phenyl-N-(tetrahydro-2H-pyran-4-yl)-1H-indol-7-amine BrCCOCC=1C=C2C=C(NC2=C(C1)NC1CCOCC1)C1=CC=CC=C1